COC(=O)[C@@]1(CN(CC[C@@H]1CF)C)C (3S,4S)-4-(fluoromethyl)-1,3-dimethylpiperidine-3-carboxylic acid methyl ester